p-chlorobenzhydryl chloride C1=CC=C(C=C1)C(C2=CC=C(C=C2)Cl)Cl